3-benzyl 10-methyl 6-isopropyl-9-(3-methoxypropoxy)-2-oxo-6,7-dihydro-2H-pyrido[2,1-a]isoquinoline-3,10-dicarboxylate C(C)(C)C1N2C(C3=CC(=C(C=C3C1)OCCCOC)C(=O)OC)=CC(C(=C2)C(=O)OCC2=CC=CC=C2)=O